COC=1N=CC(=NC1)COC=1C=C2CN(CC2=CC1)C1=CC=NC=C1 5-[(5-methoxypyrazin-2-yl)methoxy]-2-(pyridin-4-yl)-2,3-dihydro-1H-isoindole